N1C(=NC=C1)\C=C\1/C(NC2=CC(=CC=C12)NC(=O)NC1=NOC(=C1)C(C)(C)C)=O (Z)-1-(3-((1H-imidazol-2-yl)methylene)-2-oxindol-6-yl)-3-(5-(tert-butyl)isoxazol-3-yl)urea